O[C@H](CO)C1=C2N=CC=NC2=C(C=C1C1CN(C1)C(=O)OC(C)(C)C)C1=CC=C(C=C1)OC(F)(F)F tert-butyl (S)-3-(5-(1,2-dihydroxyethyl)-8-(4-(trifluoromethoxy)phenyl)quinoxalin-6-yl)azetidine-1-carboxylate